Methyl 4-(difluoromethoxy)-3-[(trimethylsilyl)ethynyl]benzoate FC(OC1=C(C=C(C(=O)OC)C=C1)C#C[Si](C)(C)C)F